CC(CC(=O)N)(C)C 3,3-dimethyl-butanamide